3-(6-chloro-1-(4-fluoro-2-methylphenyl)-4-oxo-1,4-dihydroquinazolin-3(2H)-yl)furan-2-carboxamide ClC=1C=C2C(N(CN(C2=CC1)C1=C(C=C(C=C1)F)C)C1=C(OC=C1)C(=O)N)=O